(2S)-N-methyl-N-(m-tolyl)-5-oxo-pyrrolidine-2-carboxamide CN(C(=O)[C@H]1NC(CC1)=O)C=1C=C(C=CC1)C